benzyl N-[(2S)-3-methyl-1-oxo-1-[[(2S)-1-oxo-3-phenylpropan-2-yl]amino]butan-2-yl]carbamate CC([C@@H](C(N[C@H](C=O)CC1=CC=CC=C1)=O)NC(OCC1=CC=CC=C1)=O)C